C1=CC(=CC=C1/C=C/C(=O)NCCCCN(CCCNC(=O)/C=C/C2=CC=C(C=C2)O)C(=O)/C=C/C3=CC=C(C=C3)O)O The molecule is a spermidine hydroxycinnamic acid conjugate in which each nitrogen of spermidine has entered into amide bond formation with a molecule of 4-coumaric acid. It derives from a 4-coumaric acid.